diphenyl-ethyl-phenol C1(=CC=CC=C1)C1=C(C(=C(C=C1)O)CC)C1=CC=CC=C1